COC(=O)C1=CC(=C(C=C1)C1=CC=C(C=C1)C(=O)OC(C)(C)C)Br 2-bromo-[1,1'-biphenyl]-4,4'-dicarboxylic acid 4'-tert-butyl 4-methyl ester